[Au]C#N.[K] potassium aurous cyanide